ethoxy(3-mercaptopropyl)bis(3,6,9,12,15-pentaoxaoctadeca-1-yloxy)silane C(C)O[Si](OCCOCCOCCOCCOCCOCCC)(OCCOCCOCCOCCOCCOCCC)CCCS